di-(alpha-ethylhexyl) phthalate C(C=1C(C(=O)OC(CCCCC)CC)=CC=CC1)(=O)OC(CCCCC)CC